(R)-4,4-dimethyl-2-oxotetrahydrofuran-3-yl 7-((R)-1-methoxyethyl)-2-methylthiazolo[5,4-b]pyridine-6-carboxylate CO[C@H](C)C1=C2C(=NC=C1C(=O)O[C@H]1C(OCC1(C)C)=O)SC(=N2)C